(S)-1-(4-(2-((1-(2,2-difluoroethyl)pyrrolidin-2-yl)methoxy)-7-(3-hydroxynaphthalen-1-yl)-5,6,7,8-tetrahydropyrido[3,4-d]pyrimidin-4-yl)piperazin-1-yl)prop-2-en-1-one FC(CN1[C@@H](CCC1)COC=1N=C(C2=C(N1)CN(CC2)C2=CC(=CC1=CC=CC=C21)O)N2CCN(CC2)C(C=C)=O)F